(3R,5S)-4,4-difluoro-5-methylpiperidin-3-amine FC1([C@@H](CNC[C@@H]1C)N)F